(2R or S)-N-{4-[4-(2,2-difluoroethoxy)-7-(pyridin-2-yl)-5H-pyrrolo[3,2-d]pyrimidin-6-yl]pyridin-2-yl}-4,4-difluoro-2-(4-fluorophenyl)butanamide FC(COC=1C2=C(N=CN1)C(=C(N2)C2=CC(=NC=C2)NC([C@H](CC(F)F)C2=CC=C(C=C2)F)=O)C2=NC=CC=C2)F |o1:21|